(5-(1-methyl-3-(trifluoromethyl)-1H-pyrazol-4-yl)-1,3,4-oxadiazol-2-yl)methanone CN1N=C(C(=C1)C1=NN=C(O1)C=O)C(F)(F)F